C(C)SC=1C(=NN(C1OC)C)C(=O)O 4-(ethylthio)-5-methoxy-1-methyl-1H-pyrazole-3-carboxylic acid